(1R,2S)-2-fluoro-N-(9-oxo-2-(trifluoromethyl)-9H-indeno[2,1-d]pyrimidin-7-yl)cyclopropane-1-carboxamide F[C@@H]1[C@H](C1)C(=O)NC1=CC=2C(C=3N=C(N=CC3C2C=C1)C(F)(F)F)=O